C(#N)C1=CC(=NC=N1)N1N=CN=C1[C@H](C)NC(OC(C)(C)C)=O tert-Butyl N-[(1S)-1-[2-(6-cyanopyrimidin-4-yl)-1,2,4-triazol-3-yl]ethyl]carbamate